5-methoxy-3-methyl-6-nitro-1H-indole-2-carboxylic acid COC=1C=C2C(=C(NC2=CC1[N+](=O)[O-])C(=O)O)C